NC1=NC2=CC(=CC(=C2C=C1)Cl)CN(C(=O)C=1C=NC=CC1)C1=CC=CC=2CCS(C21)(=O)=O N-[(2-amino-5-chloroquinolin-7-yl)methyl]-N-(1,1-dioxo-2,3-dihydro-1λ6-benzothiophen-7-yl)pyridine-3-carboxamide